ClC=1C=C(C=2N(C1)C(=NN2)NC2=CC=CC=C2)F 6-chloro-8-fluoro-N-phenyl-[1,2,4]triazolo[4,3-a]pyridin-3-amine